(7-bromo-1-(cyclopropylmethyl)-1H-indol-2-yl)methanol BrC=1C=CC=C2C=C(N(C12)CC1CC1)CO